NC1=C(C(=O)NCCC2=CNC3=CC=CC=C23)C=CC=C1 N-ORTHO-AMINOBENZOYLTRYPTAMINE